(methyl methacrylate) p-toluenesulfonic acid salt CC1=CC=C(C=C1)S(=O)(=O)O.CC=C(C(=O)O)C